11-amino-3-cyclopropyl-7-(tetrahydrofuran-3-yl)-4,5,6,7-tetrahydroisoxazolo[4'',3'':6',7']cyclohepta[1',2':4,5]pyrrolo[2,3-d]pyrimidin-4-ol NC=1C2=C(N=CN1)N(C1=C2C=2C(C(CC1)O)=C(ON2)C2CC2)C2COCC2